5-(decyl)bicyclo[2.2.1]hept-2-ene C(CCCCCCCCC)C1C2C=CC(C1)C2